4-(trimethylsiloxy)bromobenzene C[Si](OC1=CC=C(C=C1)Br)(C)C